Acetic acid (5-methoxy-3,3,8-trimethyl-3,4-dihydro-1H-quinoxalin-2-ylidene)-hydrazide COC1=C2NC(C(NC2=C(C=C1)C)=NNC(C)=O)(C)C